(S)-tetrahydrofuran-3-ylmethanesulfonate O1C[C@H](CC1)CS(=O)(=O)[O-]